BrC1=CC(=CC=2OCCN(C21)C2CN(C1(CCC1)C2)S(=O)(=O)C(C)(C)C)Cl 5-bromo-4-(5-(tert-butylsulfonyl)-5-azaspiro[3.4]octan-7-yl)-7-chloro-3,4-dihydro-2H-benzo[b][1,4]oxazine